naphthyl-1,1,2-trimethylpropyldimethoxysilane C1(=CC=CC2=CC=CC=C12)[Si](OC)(OC)C(C(C)C)(C)C